FC=1C(=CC(=C(C1)C1=CC=C(N=N1)N1C[C@@H](CC1)NC([O-])=O)OCOC)C1=CN=C(O1)C [(3R)-1-{6-[5-fluoro-2-(methoxymethoxy)-4-(2-methyl-1,3-oxazol-5-yl)phenyl]pyridazin-3-yl}pyrrolidin-3-yl]carbamate